N-(6-Iodopyridazin-3-yl)-2-(4-methoxypyridin-2-yl)acetamide IC1=CC=C(N=N1)NC(CC1=NC=CC(=C1)OC)=O